((S)-1-((((2S,3S,4R,5R)-5-(6-chloro-4-(cyclopentylamino)-1H-pyrazolo[3,4-d]pyrimidin-1-yl)-3,4-dihydroxytetrahydro-furan-2-yl)methyl)sulfonyl)-ethyl)phosphonic acid ClC1=NC(=C2C(=N1)N(N=C2)[C@H]2[C@@H]([C@@H]([C@H](O2)CS(=O)(=O)[C@@H](C)P(O)(O)=O)O)O)NC2CCCC2